C(C1=CC=CC=C1)OC1=NN=C(C2=CC(=CC=C12)C=1N=CSC1)Cl 4-(1-(benzyloxy)-4-chlorophthalazin-6-yl)thiazole